C(C)(C)C1=NC2=CC=CC=C2C(N1NC(=O)C1C2=CC=CC=C2C1)=O Bicyclo[4.2.0]octa-1,3,5-triene-7-carboxylic acid (2-isopropyl-4-oxo-4H-quinazolin-3-yl)-amide